pyrazolium [NH+]=1NC=CC1